Cl.C1(CCCC1)CN1CCC2(CC(C2)N(C(=O)C=2NC=CC2)C2=CC=CC=C2)CC1 N-(7-(cyclopentylmethyl)-7-azaspiro[3.5]nonan-2-yl)-N-phenyl-1H-pyrrole-2-carboxamide hydrochloride